Cl/C=C(\C#N)/C(Cl)Cl (E)-3-chloro-2-(dichloromethyl)acrylonitrile